1-(3,4-difluoro-2-methylphenyl)-3-(6-methoxy-2-methylpyridin-3-yl)-6-(trifluoromethyl)-2,3-dihydroquinazolin-4(1H)-one FC=1C(=C(C=CC1F)N1CN(C(C2=CC(=CC=C12)C(F)(F)F)=O)C=1C(=NC(=CC1)OC)C)C